4-amino-2,6-naphthalenedicarboxylic acid NC1=CC(=CC2=CC=C(C=C12)C(=O)O)C(=O)O